(S)-5-benzyl-N-(5-methyl-7-(3-morpholinoprop-1-yn-1-yl)-4-oxo-2,3,4,5-tetrahydrobenzo[b][1,4]oxazepin-3-yl)-1H-1,2,4-triazole-3-carboxamide C(C1=CC=CC=C1)C1=NC(=NN1)C(=O)N[C@@H]1C(N(C2=C(OC1)C=CC(=C2)C#CCN2CCOCC2)C)=O